(R)-2-cyano-6-((1-(2-cyano-3-(4,4-difluoropiperidin-1-yl)-7-methylquinoxalin-5-yl)ethyl)amino)benzoic acid C(#N)C1=C(C(=O)O)C(=CC=C1)N[C@H](C)C1=C2N=C(C(=NC2=CC(=C1)C)C#N)N1CCC(CC1)(F)F